[(7S,9aR)-7-(4-chlorophenyl)-7-hydroxy-3,4,6,8,9,9a-hexahydro-1H-pyrido[1,2-a]pyrazin-2-yl]-[2-chloro-3-(4-hydroxypiperidin-1-yl)phenyl]methanone ClC1=CC=C(C=C1)[C@]1(CC[C@H]2N(CCN(C2)C(=O)C2=C(C(=CC=C2)N2CCC(CC2)O)Cl)C1)O